CC1(CC2=C(CN1)C(=CS2)C#N)C 6,6-dimethyl-4,5,6,7-tetrahydrothieno[3,2-c]pyridine-3-carbonitrile